N1(CCC(=CC1)C(=O)N)C1=NC=CC=C1 3,6-dihydro-2H-[1,2'-bipyridine]-4-carboxamide